benzyl 4-(2-((1R,5S,6s)-6-((tert-butoxycarbonyl)amino)-3-azabicyclo[3.1.0]hexan-3-yl)ethyl)piperidine-1-carboxylate C(C)(C)(C)OC(=O)NC1[C@@H]2CN(C[C@H]12)CCC1CCN(CC1)C(=O)OCC1=CC=CC=C1